C(C1=CC=CC=C1)OCC1=NN(C(N1CC)=O)C=1C=C2C(=CC(=NC2=CC1F)C1=C(C(=NN1C)OC)Cl)C(C)C 3-((benzyloxy)methyl)-1-(2-(4-chloro-3-methoxy-1-methyl-1H-pyrazol-5-yl)-7-fluoro-4-isopropylquinolin-6-yl)-4-ethyl-1H-1,2,4-triazol-5(4H)-one